1-[4-[1-[4-[2-bromo-4-(1-hydroxy-1-methyl-ethyl)phenoxy]cyclohexyl]azetidin-3-yl]oxy-1-piperidyl]-2,2,2-trifluoroethanone BrC1=C(OC2CCC(CC2)N2CC(C2)OC2CCN(CC2)C(C(F)(F)F)=O)C=CC(=C1)C(C)(C)O